2-methyl-1,4-dihydronaphthalene-1,4-dione CC=1C(C2=CC=CC=C2C(C1)=O)=O